2,3-Dimethoxyamphetamine hydrochloride Cl.COC1=C(CC(N)C)C=CC=C1OC